ClC=1C=C(C=CC1Cl)C(CN(C)C)NS(=O)(=O)C1=CC=C(C=C1)OCC N-(1-(3,4-dichlorophenyl)-2-(dimethylamino)ethyl)-4-ethoxybenzenesulfonamide